tert-butyl 3-[(3R)-12-[2-(methoxymethoxy)phenyl]-3-methyl-4,8,10,11-tetrazatricyclo[7.4.0.02,7]trideca-1(9),2(7),10,12-tetraen-4-yl]pyrrolidine-1-carboxylate COCOC1=C(C=CC=C1)C=1N=NC=2NC=3CCN([C@@H](C3C2C1)C)C1CN(CC1)C(=O)OC(C)(C)C